C(=CC)NO propenyl-hydroxylamine